(3-bromophenyl)-[1,2,4]triazolo[1,5-a]pyridine BrC=1C=C(C=CC1)C1=NN2C(C=CC=C2)=N1